C(C)(C)N\C(\OC(C)(C)C)=N/C(C)C (E)-tert-butyl N,N'-diisopropylcarbamimidate